5-Fluoro-4-(4-fluoro-1-methylindazol-7-yl)-6,7,8,9-tetrahydro-1H-pyrazolo[3,4-f]quinazoline-7,9-dione FC=1C(=C2C(=C3C(NC(NC13)=O)=O)NN=C2)C=2C=CC(=C1C=NN(C21)C)F